C(C)(C)NC(=O)C1=CC2=CC(=CC(=C2C=C1)C1=CC=C(C=C1)C(F)(F)F)N(C(C)=O)C N-isopropyl-7-(N-methyl-acetamido)-5-(4-(trifluoromethyl)phenyl)-2-naphthamide